(R)-2-chloro-N-(5-chloro-6-((prop-2-yn-1-yloxy)carbamoyl)pyridin-3-yl)-8-methyl-8-(trifluoromethyl)-7,8-dihydro-6H-pyrazolo[1,5-a]pyrrolo[2,3-e]pyrimidine-6-carboxamide ClC1=NN2C(N=CC3=C2[C@@](CN3C(=O)NC=3C=NC(=C(C3)Cl)C(NOCC#C)=O)(C(F)(F)F)C)=C1